C(CC)C1=NNC(C2=CC=CC=C12)=O 4-propyl-phthalazin-1(2H)-one